COC(=O)C=1C2C(=CN(C2N=CC1)CC1=CC=C(C=C1)OC)C=COC 1-(p-methoxybenzyl)-3-(2-methoxyethenyl)-3a,7a-dihydro-1H-7-Azaindole-4-carboxylic acid methyl ester